NC1=C(C(NC2=CC(=CC=C12)C12CC(C1)C2)=O)C(=O)O 4-amino-7-(bicyclo[1.1.1]pentan-1-yl)-2-oxo-1,2-dihydroquinoline-3-carboxylic acid